COC=1C(=CC2=C(N=C(S2)NC(=O)CC=2C=C(C(=O)O)C=CC2)C1)OC 3-[(5,6-Dimethoxy-benzothiazol-2-ylcarbamoyl)-methyl]-benzoic acid